hydroxymethoxyphenyl-decanone Methyl-4-{1-[2,6-dichloro-4-(1,1,1,2,3,3,3-heptafluoropropan-2-yl)phenyl]-1H-pyrazol-4-yl}-1-methyl-1H-pyrrole-2-carboxylate COC(=O)C=1N(C=C(C1)C=1C=NN(C1)C1=C(C=C(C=C1Cl)C(C(F)(F)F)(C(F)(F)F)F)Cl)C.OCOC(C(CCCCCCCC)=O)C1=CC=CC=C1